N-(4-naphthyl)-phenyl-maleimide C1=CC=C(C2=CC=CC=C12)N1C(C(=CC1=O)C1=CC=CC=C1)=O